4-bromo-2-cyclopropylpyridine BrC1=CC(=NC=C1)C1CC1